2-Oxopentenoyl-CoA O=C(C(=O)SCCNC(CCNC([C@@H](C(COP(OP(OC[C@@H]1[C@H]([C@H]([C@@H](O1)N1C=NC=2C(N)=NC=NC12)O)OP(=O)(O)O)(=O)O)(=O)O)(C)C)O)=O)=O)C=CC